NC1=C(C=C(C=C1)C1=CC=NC=C1)NC(C1=CC=C(C=C1)S(=O)(=N)C)=O N-[2-amino-5-(4-pyridyl)phenyl]-4-(methylsulfonimidoyl)benzamide